C(#N)C1=C(C=C(C=N1)N1C(N(C(C1=O)(C)C)CC(C(=O)OCC)(C)C)=S)SC ethyl 3-(3-(6-cyano-5-(methylthio)pyridin-3-yl)-5,5-dimethyl-4-oxo-2-thioxoimidazolidin-1-yl)-2,2-dimethylpropanoate